ClC1=NC2=CC=C(C=C2C(=N1)C(COC1OCCCC1)(C1=CC=CC=C1)OC1CC1)C=1C=C(C(N(C1)C)=O)C 5-(2-chloro-4-(1-cyclopropoxy-1-phenyl-2-((tetrahydro-2H-pyran-2-yl)oxy)ethyl)quinazolin-6-yl)-1,3-dimethylpyridine-2(1H)-one